C(C1=CC=CC=C1)NC(CC(C)Br)=O N-benzyl-3-bromobutanamide